2-amino-4-((2-cyclopropylethyl)amino)-6-(4-(pyrrolidin-1-ylmethyl)benzyl)pyrido[4,3-d]pyrimidin-5(6H)-one NC=1N=C(C2=C(N1)C=CN(C2=O)CC2=CC=C(C=C2)CN2CCCC2)NCCC2CC2